N-((1-(4-(6-(Difluoromethyl)imidazo[1,2-b]pyridazin-3-yl)pyridin-2-yl)-4,4-difluoropiperidin-3-yl)methyl)methanesulfonamide FC(C=1C=CC=2N(N1)C(=CN2)C2=CC(=NC=C2)N2CC(C(CC2)(F)F)CNS(=O)(=O)C)F